N2-Acetyl-L-lysine C(C)(=O)N[C@@H](CCCCN)C(=O)O